CC=1C=C(C(=C(C1)O)[C@H]1[C@@H](CCC(=C1)C)C(=C)C)O (1'r,2'r)-4,5'-dimethyl-2'-(prop-1-en-2-yl)-1',2',3',4'-tetrahydro-[1,1'-biphenyl]-2,6-diol